CC(C(=O)OCC1=NC=NN1C)C1=CC=C(C=C1)COS(=O)(=O)C (1-Methyl-1H-1,2,4-triazol-5-yl)methanol methyl-2-(4-(((methylsulfonyl)oxy)methyl)phenyl)acetate